(3'S,5S)-1'-(2-chlorophenyl)-2-(2-ethoxyphenyl)-3'-ethyl-7-[[(2R)-pyrrolidin-2-yl]methyl]spiro[6,8-dihydro-1,7-naphthyridine-5,4'-piperidine] ClC1=C(C=CC=C1)N1C[C@H]([C@@]2(CC1)C=1C=CC(=NC1CN(C2)C[C@@H]2NCCC2)C2=C(C=CC=C2)OCC)CC